(R)-2-(1-(3-chlorophenyl)cyclopropyl)-6-(2-(3-(2,2-difluorobenzo[d][1,3]dioxol-5-yl)phenyl)-2-hydroxyacetyl)-3,5,6,7,8,9-hexahydro-4H-pyrimido[5,4-c]azepin-4-one ClC=1C=C(C=CC1)C1(CC1)C=1NC(C=2CN(CCCC2N1)C([C@H](O)C1=CC(=CC=C1)C1=CC2=C(OC(O2)(F)F)C=C1)=O)=O